2-Acetylanisole C(C)(=O)C1=C(C=CC=C1)OC